BrC=1C=CC(=C2C=C(N=CC12)Cl)C(CO)=C 2-(8-Bromo-3-chloroisoquinolin-5-yl)prop-2-en-1-ol